C1=CC=CC=2C3=CC=CC=C3C(C12)COC(=O)N(C(C(=O)OC(C)(C)C)CCC1=C(C=CC=C1)C1CC1)C tert-Butyl 2-((((9H-fluoren-9-yl)methoxy) carbonyl)(methyl)amino)-4-(2-cyclopropylphenyl)butanoate